N1C=NC2=C1C=CC(=C2)N2C(NCC2C2=CC=C(C=C2)F)=O 1-(1H-Benzo[d]imidazol-5-yl)-5-(4-fluorophenyl)imidazolidin-2-on